N-(2-(4-(azidomethyl)piperidin-1-yl)ethyl)-2'-(trifluoromethyl)-[1,1'-biphenyl]-4-sulfonamide N(=[N+]=[N-])CC1CCN(CC1)CCNS(=O)(=O)C1=CC=C(C=C1)C1=C(C=CC=C1)C(F)(F)F